C=CCCCCCCCC 4E-decene